C(C)(C)(C)C1=NC(=NO1)C(=O)N[C@H](C)C1=C(C=C(C=C1)C1=CC(=NC=C1)NC(=O)C1CC1)OC(F)(F)F (R)-5-(tert-butyl)-N-(1-(4-(2-(cyclopropanecarboxamido)pyridin-4-yl)-2-(trifluoromethoxy)phenyl)ethyl)-1,2,4-oxadiazole-3-carboxamide